tert-butyl ((3R,4R)-1-(6-cyano-1H-benzo[d]imidazol-2-yl)-4-fluoropiperidin-3-yl)(methyl)carbamate C(#N)C=1C=CC2=C(NC(=N2)N2C[C@H]([C@@H](CC2)F)N(C(OC(C)(C)C)=O)C)C1